1-(tert-butyl) 4-(3,5-dichlorobenzyl) piperazine-1,4-dicarboxylate N1(CCN(CC1)C(=O)OCC1=CC(=CC(=C1)Cl)Cl)C(=O)OC(C)(C)C